(4-Phenylthiophen-2-yl)boronic acid C1(=CC=CC=C1)C=1C=C(SC1)B(O)O